CC1=C(C=C(C=C1)C1=NC(=NS1)C)NCC(=O)O (2-methyl-5-(3-methyl-1,2,4-thiadiazol-5-yl)phenyl)glycine